C(C1=CC=CC=C1)=CC(=O)C=CC1=CC=CC=C1.C(C1=CC=CC=C1)=CC(=O)C=CC1=CC=CC=C1.C(C1=CC=CC=C1)=CC(=O)C=CC1=CC=CC=C1.[Pd] palladium trisdibenzylidenacetone